C(C)(=O)ONC(=N)C=1C=C(SC1)[C@@H](C)NC(=O)[C@H]1N(CC2(OCCO2)C1)C(CNC(=O)C=1C=C(C=CC1)C1=CC=C(C=C1)C)=O (S)-N-((R)-1-(4-(N-acetoxycarbamimidoyl)thiophen-2-yl)ethyl)-7-((4'-methyl-[1,1'-biphenyl]-3-carbonyl)glycyl)-1,4-dioxa-7-azaspiro[4.4]nonane-8-carboxamide